2-Methyl-{2-[({cyclopropyl[(4-methoxyphenyl)-imino]methyl}sulfanyl)methyl]phenyl}-3-methoxyacrylat CC1(C(C=CC=C1)OC(C=COC)=O)CSC(=NC1=CC=C(C=C1)OC)C1CC1